4-stearamidobutyric acid C(CCCCCCCCCCCCCCCCC)(=O)NCCCC(=O)O